O([C@H]1[C@H](O)[C@@H](O)[C@H](O)[C@H](O1)CO)[C@H]1[C@H](O)[C@@H](O)[C@@H](O)[C@H](O1)CO O-beta-D-galactopyranosyl-(1->4) beta-D-glucopyranoside